(S)-(-)-t-butyl-sulfinamide C(C)(C)(C)[S@](=O)N